NC1=CC(=C(C(=O)NC2=C(C=CC=C2F)Cl)C=C1F)OC(C(F)(F)F)C 4-amino-N-(2-chloro-6-fluorophenyl)-5-fluoro-2-((1,1,1-trifluoropropan-2-yl)oxy)benzamide